4-(3-bromophenoxy)butanoic acid BrC=1C=C(OCCCC(=O)O)C=CC1